5-methyl-oxazole-4-carboxylic acid CC1=C(N=CO1)C(=O)O